Benzyl di(prop-2-yn-1-yl)carbamate C(C#C)N(C(OCC1=CC=CC=C1)=O)CC#C